C(C)(=O)NC1=C(C=CC(=C1)NC1=NC=C(C(=N1)C1=CNC2=CC=CC=C12)Cl)NC(CN(C)C)=O N-(2-acetamido-4-((5-chloro-4-(1H-indol-3-yl)pyrimidin-2-yl)amino)phenyl)-2-(dimethylamino)acetamide